F[C@H]1CN(C[C@@H](C1)NC1=NC=C(C=N1)C(F)(F)F)C1=NC=C2N1C=CN=C2N2CC1(CCN1C(C=C)=O)C2 (6-(3-((3R,5R)-3-Fluoro-5-((5-(trifluoromethyl)pyrimidin-2-yl)amino)piperidin-1-yl)imidazo[1,5-a]pyrazin-8-yl)-1,6-diazaspiro[3.3]heptan-1-yl)prop-2-en-1-one